ClC=1C=C2C=CN=C(C2=C(C1)C)N(C(C1=CC(=C(C=C1)C=1SC(=NN1)C)C)=O)[C@H]1CNCCC1 (R)-N-(6-chloro-8-methylisoquinolin-1-yl)-3-methyl-4-(5-methyl-1,3,4-thiadiazol-2-yl)-N-(piperidin-3-yl)benzamide